[Si](C)(C)(C(C)(C)C)OC1CC2(C(N(C3=C(N=CC=C32)Cl)CC(=O)OC(C)(C)C)=O)C1 tertbutyl 2-((1r,3r)-3-((tert-butyldimethylsilyl)oxy)-7'-chloro-2'-oxospiro[cyclobutane-1,3'-pyrrolo[2,3-c]pyridin]-1'(2'H)-yl)acetate